6-(3-amino-5-fluoro-6-(4-((3R,5S)-3,4,5-trimethylpiperazin-1-yl)phenyl)pyrazin-2-yl)-4-fluoroisoquinolin-1(2H)-one NC=1C(=NC(=C(N1)F)C1=CC=C(C=C1)N1C[C@H](N([C@H](C1)C)C)C)C=1C=C2C(=CNC(C2=CC1)=O)F